5-(1,3-benzoxazol-2-yl)4-(pyridin-4-yl)pyrimidin-2-amine O1C(=NC2=C1C=CC=C2)C=2C(=NC(=NC2)N)C2=CC=NC=C2